COC=1C=C(C=CC1OC)C1=CC=NC=2N1N=C(C2)C(=O)NC2=NC=C(C=C2)N2CCN(CC2)C 7-(3,4-dimethoxyphenyl)-N-(5-(4-methylpiperazin-1-yl)pyridin-2-yl)pyrazolo[1,5-a]pyrimidine-2-carboxamide